C(#C)C=1C=C(C=CC1)C1CN(C1)C(=O)OC(C)(C)C Tert-butyl 3-(3-ethynylphenyl)azetidin-1-carboxylate